2-(2-aminoethylamino)-5-nitropyridine NCCNC1=NC=C(C=C1)[N+](=O)[O-]